(1-(4-amino-7-bromopyrrolo[2,1-f][1,2,4]triazin-5-yl)piperidin-3-yl)-5-(difluoromethyl)thiophene-2-carboxamide NC1=NC=NN2C1=C(C=C2Br)N2CC(CCC2)C2=C(SC(=C2)C(F)F)C(=O)N